ClC1=NN2C(N=CC3=C2[C@@](CN3C(=O)NC=3C=NC(=C(C3)Cl)OC(F)F)(C(F)(F)F)C)=C1 (R)-2-chloro-N-(5-chloro-6-(difluoromethoxy)pyridin-3-yl)-8-methyl-8-(trifluoromethyl)-7,8-dihydro-6H-pyrazolo[1,5-a]pyrrolo[2,3-e]pyrimidine-6-carboxamide